5-chloro-2-((6-methoxy-2-methyl-1,2,3,4-tetrahydroisoquinolin-7-yl)amino)pyrimidin ClC=1C=NC(=NC1)NC1=C(C=C2CCN(CC2=C1)C)OC